5-[1-(2,2-Dimethylpropyl)-1H-pyrazol-4-yl]-6-(3-fluorochinolin-7-yl)pyridin-2-carbonitril CC(CN1N=CC(=C1)C=1C=CC(=NC1C1=CC=C2C=C(C=NC2=C1)F)C#N)(C)C